1-hydroxyadamantan OC12CC3CC(CC(C1)C3)C2